BrC=1C=CC(=C(C1)C1=CC=CC=C1)C(C(=O)N)CCl (5-bromobiphenyl-2-yl)-3-chloropropanamide